C[C@@H](C(=O)NCC(=O)O)NC(=O)[C@H](CC(C)C)N The molecule is a tripeptide composed of L-leucine, L-alanine and glycine joined in sequence by peptide linkages. It has a role as a metabolite. It derives from a L-alanine, a L-leucine and a glycine.